FC1=C(C=CC=C1)[C@H](C(=O)N1CC2=NN(C=C2C1)S(=O)(=O)C=1C=NN(C1)CCOC)CO (2S)-2-(2-fluorophenyl)-3-hydroxy-1-{2-[1-(2-methoxyethyl)pyrazol-4-ylsulfonyl]-4H,6H-pyrrolo[3,4-c]pyrazol-5-yl}propan-1-one